N-[(1S)-1-[[(1S)-2-anilino-2-cyano-1-[[(3S)-2-oxopyrrolidin-3-yl]methyl]ethyl]carbamoyl]-3-methyl-butyl]-4-methoxy-1H-indole-2-carboxamide N(C1=CC=CC=C1)C([C@H](C[C@H]1C(NCC1)=O)NC(=O)[C@H](CC(C)C)NC(=O)C=1NC2=CC=CC(=C2C1)OC)C#N